3-(1-(3,4-dichlorobenzyl)-1H-1,2,3-triazol-4-yl)imidazo[1,2-b]pyridazine ClC=1C=C(CN2N=NC(=C2)C2=CN=C3N2N=CC=C3)C=CC1Cl